((6-fluoro-2-methyl-1,2,3,4-tetrahydroisoquinolin-7-yl)amino)-5-((2-(methoxymethyl)phenyl)amino)-1,2,4-triazine-6-carboxamide FC=1C=C2CCN(CC2=CC1NC=1N=NC(=C(N1)NC1=C(C=CC=C1)COC)C(=O)N)C